1-(5-chloro-3-methylpyrazin-2-yl)ethanone ClC=1N=C(C(=NC1)C(C)=O)C